NC1=NC=CC=C1C#CC1=C2C=C(N=CC2=CC=N1)NC1=CC=C(C=C1)S(=O)(=O)C1CCC1 5-((2-aminopyridin-3-yl)ethynyl)-N-(4-(cyclobutylsulfonyl)phenyl)-2,6-naphthyridin-3-amine